phenyl ((R)-1-((R or S)-3-(2-(5-fluoro-thiophen-2-yl)ethyl)-1-(2-(6-methylpyridin-3-yl)propan-2-yl)pyrrolidin-3-yl)ethyl)carbamate FC1=CC=C(S1)CC[C@@]1(CN(CC1)C(C)(C)C=1C=NC(=CC1)C)[C@@H](C)NC(OC1=CC=CC=C1)=O |o1:8|